C(#N)N=S(=O)(\C=C\[C@]1(N(CCC1)CC(C)C)C)[N-]C(NC1=C2CCCC2=CC=2CCCC12)=O.[Na+] sodium ((E)-N-cyano-2-((S)-1-isobutyl-2-methylpyrrolidin-2-yl)vinylsulfonimidoyl)((1,2,3,5,6,7-hexahydro-s-indacen-4-yl)carbamoyl)amide